NC1=NNC2=NC(=C(C=C21)F)NC2=C1CNC(C1=CC=C2)=O 4-((3-amino-5-fluoro-1H-pyrazolo[3,4-b]pyridin-6-yl)amino)isoindolin-1-one